C(C)(=O)NC1=C2N=CN(C2=NC=N1)C[C@@H](C)OCP1(OCC(CO1)CC(=O)OCC)=O (R)-ethyl 2-(2-(((1-(6-acetamido-9H-purin-9-yl)propan-2-yl)oxy)methyl)-2-oxo-1,3,2-dioxaphosphinan-5-yl)acetate